CNC(=O)C1CC(C1)N1C(=NC2=C1C=C(C=C2)C(=O)NCCCN2CCN(CC2)C)C2=CC(=C(C(=C2)OC)OC)OC 1-((1r,3s)-3-(methylcarbamoyl)cyclobutyl)-N-(3-(4-methylpiperazin-1-yl)propyl)-2-(3,4,5-trimethoxyphenyl)-1H-benzo[d]imidazole-6-carboxamide